COC1=CC=C(C=C1)CCCC(C=C)Br 4-(4-methoxyphenyl)-alpha-bromo-2-butylethylene